4-(4-(3,8-diazabicyclo[3.2.1]octan-3-yl)-6,8-difluoro-5-methoxy-2-((1-(morpholinomethyl)cyclopropyl)methoxy)quinazolin-7-yl)-5-ethynyl-6-fluoronaphthalen-2-ol C12CN(CC(CC1)N2)C2=NC(=NC1=C(C(=C(C(=C21)OC)F)C2=CC(=CC1=CC=C(C(=C21)C#C)F)O)F)OCC2(CC2)CN2CCOCC2